2-(dimethylamino)-2-methylpropyl methacrylate C(C(=C)C)(=O)OCC(C)(C)N(C)C